C(C)O[Si](OCC)(OCC)CN1N=CC=C1 1-(Triethoxysilylmethyl)-1H-1,2-diazol